(1r,4r)-4-[[[1-(2-fluoroethyl)-4-[[4-(trifluoromethyl)-phenyl]methyl]pyrrolo[2,3-b]pyridine-3-carbonyl]amino]methyl]cyclohexanecarboxylic acid methyl ester COC(=O)C1CCC(CC1)CNC(=O)C1=CN(C2=NC=CC(=C21)CC2=CC=C(C=C2)C(F)(F)F)CCF